5,6-dichloro-2-((4-chlorobenzyl)thio)benzo[d]oxazole ClC=1C(=CC2=C(N=C(O2)SCC2=CC=C(C=C2)Cl)C1)Cl